[Pd+2].ClC1=C(C=2C(C3=CC=CC(=C3OC2C(=C1)P(C1=CC=CC=C1)C1=CC=CC=C1)P(C1=CC=CC=C1)C1=CC=CC=C1)(C)C)Cl dichloro[9,9-dimethyl-4,5-bis(diphenylphosphino)xanthene] palladium(II)